(R)-3-methyl-4-(3-(3-methyl-1H-pyrazol-5-yl)-7-(2H-1,2,3-triazol-2-yl)isothiazolo[4,5-b]pyridin-5-yl)morpholine C[C@H]1N(CCOC1)C1=CC(=C2C(=N1)C(=NS2)C2=CC(=NN2)C)N2N=CC=N2